ethyl 2-[(3,3-difluoro-1-methyl-cyclobutyl)methyl]-5-[5,5-difluoro-3-(2,2,2-trifluoroacetyl)-3-azabicyclo[2.1.1]hexan-4-yl]pyrazole-3-carboxylate FC1(CC(C1)(C)CN1N=C(C=C1C(=O)OCC)C12N(CC(C1(F)F)C2)C(C(F)(F)F)=O)F